N(=[N+]=[N-])CCN1C(=C(C=C1C1=CC2=C(OCO2)C=C1C(=O)N1CC2=CC=CC=C2C[C@H]1C)C(=O)N(C=1C=NN(C1)C)C1=CC=C(C=C1)O)C 1-(2-Azidoethyl)-N-(4-hydroxyphenyl)-2-methyl-5-(6-{[(3R)-3-methyl-3,4-dihydroisoquinolin-2(1H)-yl]carbonyl}-1,3-benzodioxol-5-yl)-N-(1-methyl-1H-pyrazol-4-yl)-1H-pyrrole-3-carboxamide